(S)-2-amino-3-(t-butoxycarbonylamino)-3-methylbutanoate N[C@H](C(=O)[O-])C(C)(C)NC(=O)OC(C)(C)C